C[SH2](=O)C1COC1 (R)-methyl(oxetan-3-yl)-λ6-sulfanone